[CH-]1C=C(C=C1)C(C(=O)NC1CCCCC1)N(C(=O)C=1N=C(SC1)C#C)C1=CC=C(C=C1)C1=CN=CO1.[CH-]1C=CC=C1.[Fe+2] N-(1-(ferrocen-3-yl)-2-(cyclohexylamino)-2-oxoethyl)-2-ethynyl-N-(4-(oxazol-5-yl)phenyl)thiazole-4-carboxamide